di-tert-butyl ((4S)-5-amino-3-hydroxypentane-1,4-diyl)dicarbamate acetate C(C)(=O)O.NC[C@@H](C(CCNC(OC(C)(C)C)=O)O)NC(OC(C)(C)C)=O